(terphenylyl)[(phenyl)(dibenzofuranyl)triazinyl]dibenzofuran C1(=C(C=CC=C1)C1=C(C2=C(OC3=C2C=CC=C3)C=C1)C1=NN=NC(=C1C1=CC=CC=3OC2=C(C31)C=CC=C2)C2=CC=CC=C2)C=2C(=CC=CC2)C2=CC=CC=C2